ClC1=C(C(=CC=C1)N1CCN(CC1)C(C)C)NC(=O)N1C[C@@](CC1)(OC1=CC=C(C=C1)C(F)(F)F)C (3R)-N-[2-chloro-6-(4-isopropylpiperazin-1-yl)phenyl]-3-methyl-3-[4-(trifluoromethyl)phenoxy]pyrrolidine-1-carboxamide